(4-tert-butoxycarbonyl-4-methyl-chroman-8-yl)boronic acid C(C)(C)(C)OC(=O)C1(CCOC2=C(C=CC=C12)B(O)O)C